BrC1=CC2=C(N=C(N=C2N[C@H](C)C2=C(C(=CC=C2)C(F)F)F)C)N=C1 (R)-6-bromo-N-(1-(3-(difluoromethyl)-2-fluorophenyl)ethyl)-2-methylpyrido[2,3-d]Pyrimidine-4-amine